(S or R)-1-(5-fluoropyridin-2-yl)-3-((3-(2-(5-fluorothiophen-2-yl)ethyl)-1-(2-(6-methylpyridin-3-yl)propan-2-yl)pyrrolidin-3-yl)methyl)urea FC=1C=CC(=NC1)NC(=O)NC[C@]1(CN(CC1)C(C)(C)C=1C=NC(=CC1)C)CCC=1SC(=CC1)F |o1:12|